5-(n-butoxycarbonylphenyl)-bicyclo[2.2.1]hept-2-ene C(CCC)OC(=O)C1=C(C=CC=C1)C1C2C=CC(C1)C2